[N+](=O)([O-])C1=CC=C(C=C1)SC1=C(C=CC2=CC=CC=C12)O 1-(p-nitrophenylthio)-2-naphthol